1,2,5,6,7,8,11,12-octabromo-N,N'-bis(undecyl)perylene-3,4,9,10-tetracarboxylic acid diimine BrC1=C(C(=C2C(=C(C(=C3C4=C(C(=C(C=5C(=C(C(=C(C1=C23)C45)Br)Br)C(=O)O)C(=O)O)Br)Br)Br)Br)C(O)=NCCCCCCCCCCC)C(O)=NCCCCCCCCCCC)Br